ClC1=CC(=C(C(=C1)F)N1N=C(C=C1)C=1C=CC(=C(C1)CNC(OC)=O)C)F methyl N-[[5-[1-(4-chloro-2,6-difluorophenyl)-1H-pyrazol-3-yl]-2-methyl-phenyl]methyl]carbamate